[OH-].C(C)[N+](CC)(CC)CC TETRAETHYL-AMMONIUM HYDROXIDE